COC=1C=C(C(=O)C2(CC3(N4CCCC24)C(C2=CC=CC4=CC=CC3=C24)=O)C2=CC(=C(C=C2)O)OC)C=CC1OC (3,4-dimethoxybenzoyl)-1'-(4-hydroxy-3-methoxyphenyl)-1',2',5',6',7',7a'-hexahydro-2H-spiro[acenaphthylene-1,3'-pyrrolizin]-2-one